3-methyl-2-oxo-6-(3-pyridyl)imidazo[4,5-b]pyridin CN1C(NC=2C1=NC=C(C2)C=2C=NC=CC2)=O